3-((1S,3R)-1-(2,6-difluoro-4-((1-(3-fluoropropyl)azetidin-3-yl)amino)phenyl)-3-methyl-3,4-dihydrobenzo[4,5]imidazo[1,2-c]pyrimidin-2(1H)-yl)-2,2-difluoropropan-1-ol FC1=C(C(=CC(=C1)NC1CN(C1)CCCF)F)[C@H]1N([C@@H](CC=2N1C1=C(N2)C=CC=C1)C)CC(CO)(F)F